1-(2-(2-hydroxy-prop-2-yl)-5-nitro-2,3-dihydro-1H-inden-2-yl)-4-(trifluoromethyl)imidazolidin-2-one OC(C)(C)C1(CC2=CC=C(C=C2C1)[N+](=O)[O-])N1C(NC(C1)C(F)(F)F)=O